O[C@@H]1[C@@H]2[C@]3(CCC(C=C3CC[C@H]2[C@@H]2CC[C@H](C(CO)=O)[C@]2(C1)C)=O)C 11b,21-dihydroxypregn-4-ene-3,20-dione